(2-fluoro-4-((3-methylbenzyl)oxy)phenyl)methanol FC1=C(C=CC(=C1)OCC1=CC(=CC=C1)C)CO